6-(4-phenylpiperazin-1-yl)nicotinimidamide C1(=CC=CC=C1)N1CCN(CC1)C1=NC=C(C(N)=N)C=C1